1-[3-Ethoxy-1-(3-trifluoromethyl-phenyl)-propyl]-3-spiro[3.3]hept-2-yl-urea C(C)OCCC(C1=CC(=CC=C1)C(F)(F)F)NC(=O)NC1CC2(C1)CCC2